Tert-butyl (S)-4-(6-amino-5-fluoropyridin-3-yl)-2-methylpiperazine-1-carboxylate NC1=C(C=C(C=N1)N1C[C@@H](N(CC1)C(=O)OC(C)(C)C)C)F